ClC1=C(C=C2C(=C(C(N(C2=N1)C1=C(C=NN1C(C)C)C)=O)C#N)O)F 7-chloro-6-fluoro-4-hydroxy-1-(1-isopropyl-4-methyl-1H-pyrazol-5-yl)-2-oxo-1,2-dihydro-1,8-naphthyridine-3-carbonitrile